6-maleinimidohexanoate C1(C=CC(N1CCCCCC(=O)[O-])=O)=O